C1(CCC1)NC(O[C@H]1C[C@H](CC1)C1=CC(=NN1)NC(COC1=C(C(=CC=C1)O)C=O)=O)=O (1R,3S)-3-(3-(2-(2-formyl-3-hydroxyphenoxy) acetamido)-1H-pyrazol-5-yl)cyclopentyl cyclobutylcarbamate